(3R)-3-{[8,9-dimethoxy-2-(4-methoxyphenyl)[1,2,4]triazolo[1,5-c]quinazolin-5-yl]amino}azepin-2-one COC=1C(=CC=2C=3N(C(=NC2C1)NC=1C(N=CC=CC1)=O)N=C(N3)C3=CC=C(C=C3)OC)OC